OCC[C@@H]1[C@@H]2CC[C@H](CN1C(=O)OCC[Si](C)(C)C)N2C(=O)OC(C)(C)C 8-(tert-butyl) 3-(2-(trimethylsilyl)ethyl) (1S,2R,5R)-2-(2-hydroxyethyl)-3,8-diazabicyclo[3.2.1]octane-3,8-dicarboxylate